O=C1NC(CCC1N1C(C2=CC=C(C=C2C1=O)NCCCCN1CCNCC1)=O)=O 2-(2,6-dioxopiperidin-3-yl)-5-((4-(piperazin-1-yl)butyl)amino)isoindoline-1,3-dione